3,6,9,12-tetraoxatetradecane-1,14-dicarboxylic acid di-tert-butyl ester C(C)(C)(C)OC(=O)CCOCCOCCOCCOCCC(=O)OC(C)(C)C